(E)-2-fluoro-6-isopropyl-3-styrylphenol FC1=C(C(=CC=C1\C=C\C1=CC=CC=C1)C(C)C)O